1,2-bis(3-methyl-4-hydroxyphenyl)ethane tert-butyl-(2R,4S)-2-(((S)-1-(((5-cyanothiophen-2-yl)methyl)amino)-1-oxopropan-2-yl)carbamoyl)-4-phenylpiperidine-1-carboxylate C(C)(C)(C)OC(=O)N1[C@H](C[C@H](CC1)C1=CC=CC=C1)C(N[C@H](C(=O)NCC=1SC(=CC1)C#N)C)=O.CC=1C=C(C=CC1O)CCC1=CC(=C(C=C1)O)C